methyl 6-(benzyloxy)-2-chloro-5-iodopyrimidine-4-carboxylate C(C1=CC=CC=C1)OC1=C(C(=NC(=N1)Cl)C(=O)OC)I